[3-(methacryloylamino)propyl]trimethylammonium C(C(=C)C)(=O)NCCC[N+](C)(C)C